2-Amino-4-(butylamino)-6-(4-((dimethylamino)methyl)benzyl)pyrimidin NC1=NC(=CC(=N1)NCCCC)CC1=CC=C(C=C1)CN(C)C